NC=1SC2=C(N1)C(=CC=C2)C2=C(C=C1C(=NC(=NC1=C2F)OC[C@H]2N(CCC2)C)N2CCC(CCC2)NS(=O)(=O)C2CC2)Cl N-(1-(7-(2-aminobenzo[d]-thiazol-4-yl)-6-chloro-8-fluoro-2-(((S)-1-methylpyrrolidin-2-yl)methoxy)quinazolin-4-yl)azepan-4-yl)-cyclopropanesulfonamide